C1-Benzenesulfonate C1(=CC=CC=C1)S(=O)(=O)[O-]